N-heptyl-2,4-dimethyl-thiazolium C(CCCCCC)[N+]1=C(SC=C1C)C